FC1(CC(C1)N1C(C2=C(C=C1)NN=C2)=O)F 5-(3,3-difluorocyclobutyl)-1H,4H,5H-pyrazolo[4,3-c]pyridin-4-one